(3aS)-2-[(S)-1-Azabicyclo[2.2.2]oct-3-yl]-2,3,3a,4,5,6-hexahydro-1-oxo-1H-benz[de]isoquinoline hydrochloride Cl.N12C[C@H](C(CC1)CC2)N2C(C=1C=CC=C3C1[C@@H](C2)CCC3)=O